N-methyl-tetrahydrobenzimidazole CN1CNC2C1=CC=CC2